FC1=C(C(=C(C(=C1C[B-](CC1=C(C(=C(C(=C1F)F)F)F)F)(CC1=C(C(=C(C(=C1F)F)F)F)F)CC1=C(C(=C(C(=C1F)F)F)F)F)F)F)F)F.FC(F)(F)[S+](C1=CC=CC=C1)C1=CC=CC=C1 trifluoromethyldiphenyl-sulfonium tetrakis(pentafluorobenzyl)borate